(S)-4-ethyl-8-fluoro-4-hydroxy-11-(3-methoxyphenyl)-1,12-dihydro-14H-pyrano[3',4':6,7]indolizino[2,1-b]quinoline-3,6,14(4H,11H)-trione C(C)[C@]1(C(OCC=2C(N3CC=4N(C5=CC=C(C=C5C(C4C3=CC21)=O)F)C2=CC(=CC=C2)OC)=O)=O)O